NCC1=C(C=C(OCC=2C(=C(C=CC2)C2=C(C(=CC=C2)CO)C)C)C=C1OC)OC (3'-((4-(aminomethyl)-3,5-dimethoxyphenoxy)methyl)-2,2'-dimethyl-[1,1'-biphenyl]-3-yl)methanol